5-methyl-N-((oxolane-2-yl)methyl)pyrazoline Tetra-tert-butyl-(((2-(4-nitrobenzyl)propane-1,3-diyl)bis(azanetriyl))tetrakis(ethane-2,1-diyl))tetracarbamate C(C)(C)(C)OC(NCCN(CC(CN(CCNC(OC(C)(C)C)=O)CCNC(OC(C)(C)C)=O)CC1=CC=C(C=C1)[N+](=O)[O-])CCNC(OC(C)(C)C)=O)=O.CC1C=CNN1CC1OCCC1